2-Bromo-5-methyl-thiazole BrC=1SC(=CN1)C